6-amino-5-chloro-3,4-dihydronaphthalen-1(2H)-one NC=1C(=C2CCCC(C2=CC1)=O)Cl